ClC1=NC=2N(C(=C1)NCC=1C=CC(=NC1)OCCN(C(OC(C)(C)C)=O)C)N=CC2CC tert-butyl N-[2-[[5-[[(5-chloro-3-ethyl-pyrazolo[1,5-a]pyrimidin-7-yl)amino]methyl]-2-pyridyl]oxy]ethyl]-N-methyl-carbamate